The molecule is an aromatic amino-acid anion resulting from the removal of a proton from the carboxylic acid group of N-methylanthranilic acid. It is an aminobenzoate and an aromatic amino-acid anion. It derives from an anthranilate. It is a conjugate base of a N-methylanthranilic acid. CNC1=CC=CC=C1C(=O)[O-]